FC1=C2C(=CNC2=CC=C1)C=1C=C(SC1)C(CC(=O)O)=O 3-(4-(4-fluoro-1H-indol-3-yl)thiophen-2-yl)-3-oxopropanoic acid